Cl.ClC=1C(=NC=CN1)N1CCC2([C@@H]([C@@H](OC2)C)N)CC1 (3S,4S)-8-(3-chloropyrazin-2-yl)-3-methyl-2-oxa-8-azaspiro[4.5]decan-4-amine hydrochloride